N-[2-(1-benzylpiperidin-4-yl)ethyl]-4-methyl-2-[4-(trifluoromethyl)phenyl]-1,3-thiazole-5-carboxamide C(C1=CC=CC=C1)N1CCC(CC1)CCNC(=O)C1=C(N=C(S1)C1=CC=C(C=C1)C(F)(F)F)C